5-(2-(3,4-dimethoxy-5-methylphenylamino)-5-fluoropyrimidin-4-ylamino)benzo[d]oxazol-2(3H)-one trifluoroacetate salt FC(C(=O)O)(F)F.COC=1C=C(C=C(C1OC)C)NC1=NC=C(C(=N1)NC=1C=CC2=C(NC(O2)=O)C1)F